COC=1C=C(C(=CC1C=CC(C1=CC=C(C=C1)O)=O)C(C)(C=C)C)[O-].C1OCC12CN(C2)C2=CC=C(C=N2)C=O [6-(2-oxa-6-azaspiro[3.3]hept-6-yl)pyridin-3-yl]methanone 3-methoxy-6-(2-methylbut-3-en-2-yl)-4-[3-oxo-3-(4-hydroxyphenyl)prop-1-enyl]phenolate